COCCN1C(=NC=2C1=NC(=CC2)C=2C=CN1N=C(N=CC12)NCC(C(F)(F)F)(C)C)C 5-(3-(2-methoxyethyl)-2-methyl-3H-imidazo[4,5-b]pyridin-5-yl)-N-(3,3,3-trifluoro-2,2-dimethylpropyl)pyrrolo[2,1-f][1,2,4]triazin-2-amine